tert-butyl 4-[2-(2,6-difluoro-4-nitro-phenyl)acetyl]piperazine-1-carboxylate FC1=C(C(=CC(=C1)[N+](=O)[O-])F)CC(=O)N1CCN(CC1)C(=O)OC(C)(C)C